ClCC1=NN=C(O1)C1=CC=CC(=N1)OC 6-[5-(chloromethyl)-1,3,4-oxadiazol-2-yl]-2-methoxypyridine